methyl (1R,3r)-3-((R)-[3,4'-bipiperidin]-1-yl)-1-methylcyclobutane-1-carboxylate dihydrochloride Cl.Cl.N1(C[C@H](CCC1)C1CCNCC1)C1CC(C1)(C(=O)OC)C